COC=1C=C(C=CC1)C=1N=C(N2C1C=CC=C2)[C@H]2CN(CC2)C(=O)OC(C)(C)C tert-butyl (R)-3-(1-(3-methoxyphenyl) imidazo[1,5-a]pyridin-3-yl)pyrrolidine-1-carboxylate